ClC=1C=CC(=C(CNC2CN(C2)C(=O)OC(C)(C)C)C1)OCC tert-butyl 3-((5-chloro-2-ethoxybenzyl)amino)azetidine-1-carboxylate